Strontium hydrogencarbonat Natrium hydrogencarbonat C(O)([O-])=O.[Na+].C(O)([O-])=O.[Sr+2]